C(C1=CC=CC=C1)OC(=O)N\C(\C(=O)OC)=C/C1=C(C2=CC=CC=C2C=C1)OC methyl (2Z)-2-{[(benzyloxy)carbonyl]amino}-3-(1-methoxy-2-naphthyl)acrylate